Neopentyl Glycol Dicaprate C(=O)(CCCCCCCCC)OCC(C)(COC(=O)CCCCCCCCC)C